ClC1=CC=CC=2C(NC(OC21)(C)C)=O 8-chloro-2,2-dimethyl-2,3-dihydro-4H-benzo[e][1,3]oxazin-4-one